1-cyclopentyl-4-((5-(thiazol-5-yl)pyrimidin-2-yl)methyl)piperazine-2,3-dione C1(CCCC1)N1C(C(N(CC1)CC1=NC=C(C=N1)C1=CN=CS1)=O)=O